C1(=CC=CC=C1)NC(=O)C1CC=NO1 N-phenyl-4,5-dihydroisoxazole-5-carboxamide